FC=1C=C(C=C(C1N1CC2(COC2)C1)F)N1C(O[C@H](C1)CO)=O (R)-3-(3,5-difluoro-4-(2-oxa-6-azaspiro[3.3]hept-6-yl)phenyl)-5-(hydroxymethyl)oxazolidin-2-one